N1(CCOCC1)C(=O)C1CN(C1)C(=O)[C@@H]1CC[C@H]2N1C([C@H](CC[C@H](C2)O[Si](C)(C)C)NC(OC(C)(C)C)=O)=O tert-butyl N-[(3S,6S,9R,10aR)-3-[3-(morpholine-4-carbonyl)azetidine-1-carbonyl]-5-oxo-9-[(trimethylsilyl)oxy]-decahydropyrrolo[1,2-a]azocin-6-yl]carbamate